Chinoline N1=CC=CC2=CC=CC=C12